S(C#N)CC(CSC#N)N(C)C 1,3-dithiocyanato-2-(dimethylamino)propane